(R)-3-((5-(1-(1,1-difluoropropan-2-yl)-1H-benzo[d][1,2,3]triazol-6-yl)-6-fluoro-4-methoxypyrrolo[2,1-f][1,2,4]triazin-2-yl)amino)-2,2-dimethylpropanenitrile FC([C@@H](C)N1N=NC2=C1C=C(C=C2)C=2C(=CN1N=C(N=C(C12)OC)NCC(C#N)(C)C)F)F